N-(4-((3-(2-(((3S,5S)-5-fluoropiperidin-3-yl)amino)pyrimidin-4-yl)pyridine-2-yl)oxy)-3-methylnaphthalen-1-yl)-1-methylcyclobutane-1-sulfonamide F[C@H]1C[C@@H](CNC1)NC1=NC=CC(=N1)C=1C(=NC=CC1)OC1=C(C=C(C2=CC=CC=C12)NS(=O)(=O)C1(CCC1)C)C